1,3,4,6-tetra-O-acetyl-alpha-D-glucosamine sulfate S(=O)(=O)(O)O.C(C)(=O)O[C@@H]1[C@H](N)[C@@H](OC(C)=O)[C@H](OC(C)=O)[C@H](O1)COC(C)=O